tert-butyl 4,4-difluoro-2-(3-fluorophenyl)pyrrolidine-1-carboxylate FC1(CC(N(C1)C(=O)OC(C)(C)C)C1=CC(=CC=C1)F)F